4-(4-cyclopropyl-sulfonyl-3-methyl-phenyl)-3-(difluoromethoxy)-5-methylsulfonyl-1H-indazole C1(CC1)S(=O)(=O)C1=C(C=C(C=C1)C1=C2C(=NNC2=CC=C1S(=O)(=O)C)OC(F)F)C